di-tert-butyl(4-dimethylamino-phenyl)phosphine C(C)(C)(C)P(C1=CC=C(C=C1)N(C)C)C(C)(C)C